ClC1=C(C(=CC=C1)CO)C=1C(=CC(=CC1)F)C=O 2'-chloro-4-fluoro-6'-hydroxymethyl-[1,1'-biphenyl]-2-carbaldehyde